2-(4-Chloro-5-(difluoromethyl)-6-oxopyridazin-1(6H)-yl)-N-(4-methyl-3-(N-(2-(pyridin-2-yl)ethyl)sulfamoyl)phenyl)acetamide ClC=1C=NN(C(C1C(F)F)=O)CC(=O)NC1=CC(=C(C=C1)C)S(NCCC1=NC=CC=C1)(=O)=O